acryloxyundecane-1,1-dicarboxylic acid C(C=C)(=O)OC(CCCCCCCCCC)(C(=O)O)C(=O)O